6-(4-isopropyl-3-(4-(1-propylazetidin-3-yl)phenyl)-1H-pyrazol-5-yl)-8-methoxy-[1,2,4]triazolo[1,5-a]pyridine C(C)(C)C=1C(=NNC1C=1C=C(C=2N(C1)N=CN2)OC)C2=CC=C(C=C2)C2CN(C2)CCC